FC=1C=C(C=CC1F)NC(C1=CC(=C(C=C1)F)C(C(=O)NC(CO)(C)C)F)=O N-(3,4-difluorophenyl)-4-fluoro-3-(1-fluoro-2-((1-hydroxy-2-methylpropan-2-yl)amino)-2-oxoethyl)benzamide